C1(CCCC1)N1C(N(CC1)C1CNCCC1)=O 1-cyclopentyl-3-(piperidin-3-yl)imidazolin-2-one